NC1=NC=NN2C1=C(C=C2C=2C=C(C(=NC2)OC)C(=O)N[C@@H]2CN(C[C@@H]2F)C(=O)OC(C(F)(F)F)CC)CN2CCC(CC2)(F)F 1,1,1-trifluorobutan-2-yl (3R,4S)-3-(5-{4-amino-5-[(4,4-difluoropiperidin-1-yl)methyl]pyrrolo[2,1-f][1,2,4]triazin-7-yl}-2-methoxypyridine-3-amido)-4-fluoropyrrolidine-1-carboxylate